NC1(CC1)C1=CC(=NC2=CC=CC=C12)C1=NNC(=C1)C(=O)NC 3-(4-(1-aminocyclopropyl)quinolin-2-yl)-N-methyl-1H-pyrazole-5-carboxamide